CCC(C)(C)[O-] t-pentylate